(S)-N-((2-(6-(3-isopropylpiperazin-1-yl)pyridin-2-yl)-1,6-naphthyridin-7-yl)methyl)-4-methyl-3-(methylsulfonyl)benzamide C(C)(C)[C@H]1CN(CCN1)C1=CC=CC(=N1)C1=NC2=CC(=NC=C2C=C1)CNC(C1=CC(=C(C=C1)C)S(=O)(=O)C)=O